N-(1-naphthyl)pyrrolidin-2-one C1(=CC=CC2=CC=CC=C12)N1C(CCC1)=O